(S)-1,3-dihydroxy-3,7-dimethyl-6-octen-2-one OCC([C@@](CCC=C(C)C)(C)O)=O